6-{[2-(2-hydroxyethyl)morpholin-4-yl]methyl}-2-(3-{3-[(4-methyl-1,2,4-triazol-3-yl)methyl]oxetan-3-yl}phenyl)-4-(trifluoromethyl)-3H-isoindol-1-one OCCC1CN(CCO1)CC1=CC(=C2CN(C(C2=C1)=O)C1=CC(=CC=C1)C1(COC1)CC1=NN=CN1C)C(F)(F)F